dimethylbenzeneimine CC=1C(C(C=CC1)=N)C